N-(5-(5-(3-(2,2-difluoroethyl)azetidin-1-yl)benzo[d]oxazol-2-yl)-8-(methylamino)-2,7-naphthyridin-3-yl)cyclopropanecarboxamide FC(CC1CN(C1)C=1C=CC2=C(N=C(O2)C2=C3C=C(N=CC3=C(N=C2)NC)NC(=O)C2CC2)C1)F